methyl-2-(4-nitrophenyl)-1-phenethyl-1H-benzo[d]Imidazole CC1=CC=CC=2N(C(=NC21)C2=CC=C(C=C2)[N+](=O)[O-])CCC2=CC=CC=C2